10-(4,4,5,5-tetramethyl-1,3,2-dioxaborolan-2-yl)-3-(1-(trifluoromethyl)cyclobutyl)-6,7-dihydro-5H-pyrrolo[1,2-a][1,2,4]triazolo[3,4-c][1,4]diazepine CC1(OB(OC1(C)C)C=1C=C2N(CCCN3C2=NN=C3C3(CCC3)C(F)(F)F)C1)C